2-[(5s,7s)-2-(difluoromethylthio)-7-fluoro-6,7-dihydro-5H-pyrrolo[1,2-b][1,2,4]triazol-5-yl]benzonitrile FC(SC=1N=C2N(N1)[C@@H](C[C@@H]2F)C2=C(C#N)C=CC=C2)F